(S)-6-ethoxy-7-(4-fluorobenzyl)-2-methyl-2,3-dihydro-1H-pyrido[2,3-b][1,4]oxazine C(C)OC=1C(=CC2=C(OC[C@@H](N2)C)N1)CC1=CC=C(C=C1)F